Serine N[C@@H](CO)C(=O)O